1-(2-chlorobenzoyl)-5-{[(4-fluorophenyl)methyl]sulfanyl}-3-{4-[2-(morpholin-4-yl)-2-oxoethyl]-3-(trifluoromethyl)piperazin-2-yl}-1H-pyrazole-4-carbonitrile ClC1=C(C(=O)N2N=C(C(=C2SCC2=CC=C(C=C2)F)C#N)C2NCCN(C2C(F)(F)F)CC(=O)N2CCOCC2)C=CC=C1